CC(C(C)N)(C)C 3,3-dimethyl-butan-2-amine